FC1(CC1)CN1N=C2C(N(C(N(C2)C2CCN(CC2)C2=C(C=CC=C2C)F)=O)CC2=C(C=CC=C2)C(F)(F)F)=C1 2-(1-Fluoro-cyclopropylmethyl)-6-[1-(2-fluoro-6-methyl-phenyl)-piperidin-4-yl]-4-(2-trifluoromethyl-benzyl)-2,4,6,7-tetrahydro-pyrazolo[4,3-d]pyrimidin-5-on